COC1=CC=C(C=C1)OCN1C(N=CC2=C1C=CC=C2)C#N 1-(2-(4-methoxyphenyl)-2-oxaethyl)-1h-benzopyrimidine-2-carbonitrile